C(C)OC(C[C@@H](C=1C=C(C=CC1)C1=C(C=C(C=C1)F)F)N)=O (S)-3-amino-3-(2',4'-difluorobiphenyl-3-yl)propanoic acid ethyl ester